9-(2-fluorophenyl)-3-methyl-16-thia-2,4,5,8-tetraazatetracyclo[8.6.0.02,6.011,15]Hexadeca-1(10),3,5,8,11(15)-pentaene-13-carboxylic acid methyl ester COC(=O)C1CC=2C=3C(=NCC4=NN=C(N4C3SC2C1)C)C1=C(C=CC=C1)F